N-((8-fluoro-1,2,3,5,6,7-hexahydro-s-indacen-4-yl)carbamoyl)-4-((isopropylamino)methyl)furan-2-sulfonimidamide FC=1C=2CCCC2C(=C2CCCC12)NC(=O)NS(=O)(=N)C=1OC=C(C1)CNC(C)C